ClC1=CC=C(C=C1)C=1C(=NC=NC1C=1C=NN(C1)CC1=NC2=C(N1)C=C(C=C2)C(F)(F)F)N 5-(p-Chlorophenyl)-6-(1-{[6-(trifluoromethyl)-1H-1,3-benzimidazol-2-yl]methyl}-1H-pyrazol-4-yl)-4-pyrimidinylamine